CN1N=C(C=C1)C=1C=CC(=C(C1)O)C1=CC2=C(N=N1)N(N=N2)C2CC(NC(C2)(C)C)(C)C 5-(1-methyl-1H-pyrazol-3-yl)-2-[3-(2,2,6,6-tetramethylpiperidin-4-yl)-3H-[1,2,3]triazolo[4,5-c]pyridazin-6-yl]phenol